ClC1=NC=CC(=C1OC([2H])([2H])[2H])I 2-Chloro-4-iodo-3-(methoxy-d3)pyridine